BrC1C(N(CC1)C1=C2CN(CC2=CC=C1)C(=O)OC(C)(C)C)=O tert-Butyl 4-(3-bromo-2-oxopyrrolidin-1-yl)isoindoline-2-carboxylate